4-(chloromethyl)-N-methyl-N-(2-oxoethyl)benzamide ClCC1=CC=C(C(=O)N(CC=O)C)C=C1